1-[4-[[[6-[cyclopropyl-[[4-(trifluoromethyl)phenyl]methyl]amino]-5-fluoro-pyrimidin-4-yl]amino]methyl]-1-piperidyl]ethanone C1(CC1)N(C1=C(C(=NC=N1)NCC1CCN(CC1)C(C)=O)F)CC1=CC=C(C=C1)C(F)(F)F